6-(3-(4-methoxybenzyl)ureido)-N-(1,2,3,4-tetrahydronaphthalen-1-yl)spiro[3.3]heptane-2-carboxamide COC1=CC=C(CNC(NC2CC3(CC(C3)C(=O)NC3CCCC4=CC=CC=C34)C2)=O)C=C1